6-fluoro-8-(3-methoxy-2,6-dimethylphenyl)-3-((2-(trimethylsilyl)ethoxy)methyl)pyrido[3,4-d]pyrimidin-4(3H)-one FC1=CC2=C(N=CN(C2=O)COCC[Si](C)(C)C)C(=N1)C1=C(C(=CC=C1C)OC)C